BrC1=CC=CC(=N1)C1=CN=C2N1C=C(N=C2)OCC(F)(F)F 3-(6-bromopyridin-2-yl)-6-(2,2,2-trifluoroethoxy)imidazo[1,2-a]pyrazine